(R)-7-[3-amino-4-(2,4,5-trifluoro-phenyl)-butyryl]-3-trifluoromethyl-5,6,7,8-tetrahydro-imidazo[1,5-a]pyrazine-1-carboxylic acid methyl ester phosphate P(=O)(O)(O)O.COC(=O)C=1N=C(N2C1CN(CC2)C(C[C@@H](CC2=C(C=C(C(=C2)F)F)F)N)=O)C(F)(F)F